3-(ethyliminomethylideneamino)-N,N-dimethylpropan-1-amine C(C)N=C=NCCCN(C)C